C(C=C)(=O)NC=1C=C(CN(C(OC(C)(C)C)=O)C2=CC(=NC=3N2N=CC3C(C)C)C3CC3)C=CC1 tert-butyl (3-acrylamidobenzyl)(5-cyclopropyl-3-isopropylpyrazolo[1,5-a]pyrimidin-7-yl)carbamate